3-Hydroxy-1-methyl-3-(3-(3-(1-tosyl-1H-pyrrolo[2,3-b]pyridin-3-yl)-1H-1,2,4-triazol-1-yl)phenyl)pyrrolidin-2-one OC1(C(N(CC1)C)=O)C1=CC(=CC=C1)N1N=C(N=C1)C1=CN(C2=NC=CC=C21)S(=O)(=O)C2=CC=C(C)C=C2